1-(((R)-7-((R)-3-cyclohexyl-2-methylpropanoyl)-10-hydroxy-7-azaspiro[4.5]decan-10-yl)methyl)-4-(2-fluorophenyl)-N,N-dimethyl-6-oxo-1,6-dihydropyridine-3-carboxamide C1(CCCCC1)C[C@H](C(=O)N1CC2(CCCC2)[C@@](CC1)(O)CN1C=C(C(=CC1=O)C1=C(C=CC=C1)F)C(=O)N(C)C)C